ClC1=CC(=C(C(=C1)F)NC=1N(C2=NC(=NC=C2N1)N[C@H]1C[C@@H](CCC1)O)C1CCC(CC1)C(=O)N)F (1S,4s)-4-(8-(4-chloro-2,6-difluorophenylamino)-2-((1R,3R)-3-hydroxycyclohexylamino)-9H-purin-9-yl)cyclohexanecarboxamide